ClC=1C=C2C(C(NC3(COC3)C2=CC1)=O)(C)CC=O (6-chloro-4-methyl-3-oxo-3,4-dihydro-2H-spiro[isoquinoline-1,3'-oxetan]-4-yl)acetaldehyde